CC=1C=C(C=CC1C)S(=O)(=O)NC1=C(C(=O)NCC=2OC=CC2)C=CC=C1 2-((3,4-dimethylphenyl)sulfonylamino)-N-(furan-2-ylmethyl)benzamide